Cl.FC=1C=C(OCCNC2(CCOCC2)C(=O)N[C@@H](C)C2=CC=C(C(=O)O)C=C2)C=C(C1)F 4-[(1S)-1-[[4-[2-(3,5-Difluorophenoxy)ethylamino]tetrahydropyran-4-carbonyl]amino]ethyl]benzoic acid, hydrochloride